ClC=1N=NC(=C(N1)N)Cl 3,6-dichloro-1,2,4-triazine-5-amine